2'-{[3-fluoro-4-(trifluoromethyl)phenyl]methyl}-6'-(o-formylphenyl)-1'-oxo-2'H,4'H-spiro[cyclopentane-1,3'-isoquinoline]-4'-carboxylic acid FC=1C=C(C=CC1C(F)(F)F)CN1C(C2=CC=C(C=C2C(C12CCCC2)C(=O)O)C2=C(C=CC=C2)C=O)=O